ClC1=CN=C(S1)C(=O)N[C@@H]1C[C@@H](CCC1)N1C(=NC=2C=NC(=CC21)C=2OC=NN2)CC(C)C 5-chloro-N-((1S,3R)-3-(2-isobutyl-6-(1,3,4-oxadiazol-2-yl)-1H-imidazo[4,5-c]pyridin-1-yl)cyclohexyl)thiazole-2-carboxamide